3-(3-Hydroxy-2,6-dimethylphenyl)-6-(6-methylpyridin-3-yl)-3,7-dihydro-4H-pyrrolo[2,3-d]pyrimidin-4-one OC=1C(=C(C(=CC1)C)N1C=NC2=C(C1=O)C=C(N2)C=2C=NC(=CC2)C)C